(5-tert-butyl-2H-pyrazol-3-yl)-3-[4-(5-{6-[2-(2,6-dioxopiperidin-3-yl)-1-oxo-2,3-dihydro-1H-isoindol-4-yl]-hex-5-ynyloxy}-benzimidazol-1-yl)-phenyl]-urea C(C)(C)(C)C=1C=C(NN1)NC(=O)NC1=CC=C(C=C1)N1C=NC2=C1C=CC(=C2)OCCCCC#CC2=C1CN(C(C1=CC=C2)=O)C2C(NC(CC2)=O)=O